(R)-1-((7-Cyano-2-(2,2'-dimethyl-3'-(3-((methylamino)methyl)-1,7-naphthyridin-8-ylamino)biphenyl-3-yl)benzo[d]oxazol-5-yl)methyl)-3-methylpyrrolidin C(#N)C1=CC(=CC=2N=C(OC21)C=2C(=C(C=CC2)C2=C(C(=CC=C2)NC=2N=CC=C1C=C(C=NC21)CNC)C)C)CN2C[C@@H](CC2)C